BrC1=C(CCNC(C(F)(F)F)=O)C=C(C=C1)Cl N-(2-Bromo-5-chlorophenethyl)-2,2,2-trifluoroacetamide